N-(2-(4,4-difluoropiperidin-1-yl)-6-methylpyrimidin-4-yl)-2-(6-(fluoromethyl)-3-azabicyclo[4.1.0]heptan-3-yl)-4-nitrobenzamide FC1(CCN(CC1)C1=NC(=CC(=N1)NC(C1=C(C=C(C=C1)[N+](=O)[O-])N1CC2CC2(CC1)CF)=O)C)F